ClC1=NC(=CC(=C1)C(C1=CC=C(C(=O)NCCC[N+](C)(C)C)C=C1)(F)F)N1CCN(CC1)S(=O)(=O)C1=CC=C(C=C1)N1C(C[C@H](C1)N)=O 3-[[4-[[2-chloro-6-[4-[4-[(4R)-4-amino-2-oxo-pyrrolidin-1-yl]phenyl]sulfonylpiperazin-1-yl]-4-pyridyl]-difluoro-methyl]benzoyl]amino]propyl-trimethyl-ammonium